OC1(CCC(CC1)CNC1=C(C=C(C=C1)S(=O)(=O)NC(C1=CC=C(C=C1)N1CCC2(CC(C2)N2[C@@H](COCC2)C2=C(C=CC=C2)C(C)C)CC1)=O)[N+](=O)[O-])C N-((4-((((1r,4r)-4-hydroxy-4-methylcyclohexyl)methyl)amino)-3-nitrophenyl)sulfonyl)-4-(2-((R)-3-(2-isopropylphenyl)morpholino)-7-azaspiro[3.5]nonan-7-yl)benzamide